(e)-(buta-1,3-dien-1-yloxy)triethylsilane C(=C\C=C)/O[Si](CC)(CC)CC